C1(CC1)S(=O)(=O)C=1N=C2N(N1)[C@@H](C[C@@H]2F)C2=CC=CC=C2 (5s,7s)-2-cyclopropylsulfonyl-7-fluoro-5-phenyl-6,7-dihydro-5H-pyrrolo[1,2-b][1,2,4]triazole